C(C(C)C)(=O)O[C@@H]1[C@](OC(C1)N1N=CC(=NC1=O)N)(COC(C(C)C)=O)CCl (2R,3S)-5-(5-amino-3-oxo-1,2,4-triazin-2(3H)-yl)-2-(chloromethyl)-2-((isobutyryloxy)methyl)tetrahydrofuran-3-yl isobutyrate